FC(C1=CC(=NO1)C(=O)NC1C(NC2=C(OC1)C=CC=C2)=O)(C2=CC=CC=C2)F 5-(difluoro(phenyl)methyl)-N-(4-oxo-2,3,4,5-tetrahydrobenzo[b][1,4]oxazepin-3-yl)isoxazole-3-carboxamide